COC1=C(C=C(C2=CC=CC=C12)S(=O)(=O)NC(=O)C=1C=C(C(=O)O)C=CN1)C(=O)OC1=CC=C(C=C1)C(F)(F)F 2-(((4-methoxy-3-((4-trifluoromethylphenoxy)carbonyl)naphthalen-1-yl)sulfonyl)carbamoyl)isonicotinic acid